2-m-tolyl-1,2,3,4-tetrahydroisoquinoline C1(=CC(=CC=C1)N1CC2=CC=CC=C2CC1)C